ClC=1C(=C(C(=CC1)S(=O)(=O)C)C1=NOCC1)C 3-(3-chloro-2-methyl-(6-methanesulfonyl)phenyl)-4,5-dihydroisoxazole